2-[2-(1,3-benzoxazol-2-ylamino)-1,3-benzoxazol-5-yl]propionic acid O1C(=NC2=C1C=CC=C2)NC=2OC1=C(N2)C=C(C=C1)C(C(=O)O)C